BrC1=C(C(=C(C=C1)F)F)C1CC1 1-bromo-2-cyclopropyl-3,4-difluorobenzene